ClC=1C=C(C(=O)NC(CO)(C)C)C=CC1C=1N(C2=NC=NC(=C2N1)OC1(CC1)C)CC1=NC=CC(=C1)C 3-chloro-N-(1-hydroxy-2-methylpropan-2-yl)-4-(6-(1-methylcyclopropoxy)-9-((4-methylpyridin-2-yl)methyl)-9H-purin-8-yl)benzamide